COCOC(CCO)O (methoxymethoxy)-1,3-propanediol